5-Butyl-2-cyclohex-3-en-1-ylbenzene-1,3-diol C(CCC)C=1C=C(C(=C(C1)O)C1CC=CCC1)O